C(#N)[C@H](CC1=C(C=C(C=C1)C=1C=CC2=C(N(C(O2)=O)C)C1)F)NC(=O)[C@H]1OCCCN(C1)C(=O)OC(C)(C)C Tert-butyl (S)-2-(((S)-1-cyano-2-(2-fluoro-4-(3-methyl-2-oxo-2,3-dihydrobenzo[D]oxazol-5-yl) phenyl) ethyl) carbamoyl)-1,4-oxaazepane-4-carboxylate